(methoxymethoxy)-6-methylbenzoate COCOC1=C(C(=O)[O-])C(=CC=C1)C